P(=O)([O-])([O-])OC[C@@H]1[C@H]([C@H]([C@@H](O1)N1C(=O)N=C(N)C=C1)O)O.[Na+].[Na+].CC=1C=C(C=CC1C)C1=NC2=CC=CC=C2C=N1 2-(3,4-dimethylphenyl)quinazoline disodium cytidine-5'-monophosphate